2-[(trimethoxysilyl)propyl]dibenzyl-resorcinol CO[Si](OC)(OC)CCCC1=C(O)C(=CC(=C1O)CC1=CC=CC=C1)CC1=CC=CC=C1